CC(C[C@H]1[C@@H](C[C@H]2N(CCC3=CC(=C(C=C23)OC)O[C@@H]2COCC2)C1)O)(C)C (2R,3R,11bR)-3-(2,2-dimethylpropyl)-10-methoxy-9-[(3S)-oxolan-3-yloxy]-1H,2H,3H,4H,6H,7H,11bH-pyrido[2,1-a]isoquinolin-2-ol